2,2-difluorocyclopropane-1-sulfonyl chloride FC1(C(C1)S(=O)(=O)Cl)F